ClC=1C=C2CO[C@]3(O[C@@H]([C@H]([C@@H]([C@H]3O)O)O)C)C2=CC1CC1=CC=C(S1)C=O 5-(((1S,3'R,4'S,5'S,6'R)-5-chloro-3',4',5'-trihydroxy-6'-methyl-3',4',5',6'-tetrahydro-3H-spiro[isobenzofuran-1,2'-pyran]-6-yl)methyl)thiophene-2-carboxaldehyde